[N+](=O)([O-])C1=C(C=CC=C1Cl)Br o-nitrochloro(bromo)benzene